(S)-N-((R)-1-(4-bromo-3-fluorophenyl)-3-hydroxypropyl)-7-(tert-butyl)-5,6,7,8-tetrahydrothiazolo[5,4-b]quinoline-2-carboxamide BrC1=C(C=C(C=C1)[C@@H](CCO)NC(=O)C=1SC2=NC=3CC[C@@H](CC3C=C2N1)C(C)(C)C)F